(S)-N-(2-(3,3-Difluoroazetidin-1-yl)-6-methylpyrimidin-4-yl)-4-((2-hydroxypropyl)sulfonamido)-2-(6-azaspiro[2.5]octan-6-yl)benzamide FC1(CN(C1)C1=NC(=CC(=N1)NC(C1=C(C=C(C=C1)NS(=O)(=O)C[C@H](C)O)N1CCC2(CC2)CC1)=O)C)F